dimethyl-4-cyanobenzyl-ammonium C[NH+](CC1=CC=C(C=C1)C#N)C